ClC=1C=C(CNC=2C(=NC=CN2)C(=O)N)C=CC1Cl 3-[(3,4-Dichlorobenzyl)amino]pyrazine-2-carboxamide